COC1=CC=C(C=C1)C=1C(=NC=CC1OC1=C(N=C(S1)C)C1=CC=CC=C1)N (4-methoxyphenyl)-4-((2-methyl-4-phenylthiazol-5-yl)oxy)pyridin-2-amine